C(C)OC(NC=1SC2=C(C1C#N)C(=CC=C2C)Br)=O.NC=2SC1=C(C2C#N)C(=CC=C1C)Br 2-Amino-4-bromo-7-methyl-benzothiophene-3-carbonitrile Ethyl-N-(4-bromo-3-cyano-7-methyl-benzothiophen-2-yl)carbamate